(E)-16-bromo-2,2-dimethyl-4,14-dioxo-3,7,10-trioxa-13-azaheptadec-15-en-17-oic acid Br/C(=C/C(NCCOCCOCCC(OC(C)(C)C)=O)=O)/C(=O)O